[4-(1H-pyrazol-1-yl)]phenylalanine N1(N=CC=C1)C1=CC=C(C[C@H](N)C(=O)O)C=C1